C(C)C1=C(C=CC=C1)CN1[C@H](CCC1=O)CC(=O)N[C@@H](CC(=O)O)CC(C)C (2R)-2-[[2-[(2R)-1-[(2-ethylphenyl)methyl]-5-oxopyrrolidin-2-yl]acetyl]amino]-4-methylpentanecarboxylic acid